cis-1-amino-3-methylcycloheptanecarboxylic acid N[C@]1(C[C@H](CCCC1)C)C(=O)O